bromo-3-methoxy-2-(prop-1-en-2-yl)benzene BrC1=C(C(=CC=C1)OC)C(=C)C